N-Cbz-L-glutamic acid benzyl ester C(C1=CC=CC=C1)OC([C@@H](NC(=O)OCC1=CC=CC=C1)CCC(=O)O)=O